C(OC1=C(C(NC12CCN(CC2)OC)=O)C2=C(C=CC(=C2)C)C)(OCC)=O 3-(2,5-dimethylphenyl)-8-methoxy-2-oxo-1,8-diazaspiro[4.5]dec-3-en-4-yl ethyl carbonate